bis(dimethylphenylsilyl)magnesium C[Si](C1=CC=CC=C1)(C)[Mg][Si](C)(C)C1=CC=CC=C1